C1(=CC=CC=C1)NC1=CC=C(N)C=C1 p-(phenylamino)aniline